(1-Methyl-cyclopropyl)-[1,2,4]oxadiazole-5-carboxylic acid [6-(4,4,5,5-tetramethyl-[1,3,2]dioxaborolan-2-yl)-1,2,3,4-tetrahydro-naphthalen-1-yl]-amide CC1(OB(OC1(C)C)C=1C=C2CCCC(C2=CC1)NC(=O)C1=NC(=NO1)C1(CC1)C)C